1-bromo-3-(oxolan-3-yl)imidazo[1,5-a]pyrazine BrC=1N=C(N2C1C=NC=C2)C2COCC2